ethyl 3,5-dimethyl-1H-pyrazole-4-carboxylate CC1=NNC(=C1C(=O)OCC)C